2,2,2-trifluoro-1-((1S,5R)-2-methyl-3,8-diazabicyclo[3.2.1]octan-8-yl)ethan-1-one FC(C(=O)N1[C@@H]2C(NC[C@H]1CC2)C)(F)F